1-Decyl-3-methylimidazolium hexafluoroantimonat F[Sb-](F)(F)(F)(F)F.C(CCCCCCCCC)N1C=[N+](C=C1)C